4-fluoro-3-(N-methylpiperidin-4-yl)phenol FC1=C(C=C(C=C1)O)C1CCN(CC1)C